9-Chloro-7-(2-chloro-6-fluorophenyl)-5H-pyrimido[5,4-d][2]benzazepin ClC1=CC2=C(C3=C(CN=C2C2=C(C=CC=C2F)Cl)C=NC=N3)C=C1